ClC1=NN(C=C1N(C(CCSCCC(F)(F)F)=O)CC)C=1C=NC=CC1 N-(3-chloro-1-(pyridin-3-yl)-1H-pyrazol-4-yl)-N-ethyl-3-((3,3,3-trifluoropropyl)thio)propanamide